(P)-2-[4-[4-(aminomethyl)-1-oxo-2H-phthalazin-6-yl]-2-methyl-pyrazol-3-yl]-4-chloro-6-(cyclopropyloxy)-3-fluoro-benzonitrile hydrochloride Cl.NCC1=NNC(C2=CC=C(C=C12)C1=C(N(N=C1)C)C1=C(C#N)C(=CC(=C1F)Cl)OC1CC1)=O